methyl N-[4-[6-[(4-chlorophenyl)-methyl-carbamoyl]-7-cyano-imidazo[1,2-a]pyridin-3-yl]phenyl]carbamate ClC1=CC=C(C=C1)N(C(=O)C=1C(=CC=2N(C1)C(=CN2)C2=CC=C(C=C2)NC(OC)=O)C#N)C